tert-butyl-3-(6-pyrazolo[1,5-a]pyridin-3-yl-2-pyridyl)-3,6-diazabicyclo[3.1.1]heptane-6-carboxylate C(C)(C)(C)OC(=O)N1C2CN(CC1C2)C2=NC(=CC=C2)C=2C=NN1C2C=CC=C1